5-(dideuterobromomethyl)-2-chloropyridine [2H]C(C=1C=CC(=NC1)Cl)(Br)[2H]